COC1=C(C=CC=C1)[N+](=O)[O-] 1-methoxy-2-nitrobenzene